5-(1-methyl-1H-pyrazol-4-yl)-2-morpholinothiazolo[4,5-b]pyridin-6-amine CN1N=CC(=C1)C1=C(C=C2C(=N1)N=C(S2)N2CCOCC2)N